3-Chloro-4-iodo-2-(piperidin-4-yl)pyridine ClC=1C(=NC=CC1I)C1CCNCC1